ethoxy-4-fluoro-phenol C(C)OC1=C(C=CC(=C1)F)O